COC1=CC2=C(CC(O2)=O)C=C1 6-methoxybenzofuran-2(3H)-one